CC1=C2N(C=3C=CC=CC13)C(C=C2C2=CC=CC=C2)(O)C(C(F)(F)F)(F)F 9-Methyl-3-(perfluoroethyl)-1-phenyl-3H-pyrrolo[1,2-a]indol-3-ol